O=C1NC(CCC1NC=1C=C(CN(C2CCN(CC2)C=2C=CC3=C(N(C(=N3)NC(C3=CC(=CC=C3)C(F)(F)F)=O)C3CCC(CC3)CO)C2)C)C=CC1)=O N-(6-(4-((3-((2,6-dioxopiperidin-3-yl)amino)benzyl)(methyl)amino)piperidin-1-yl)-1-((1s,4s)-4-(hydroxymethyl)cyclohexyl)-1H-benzo[d]imidazol-2-yl)-3-(trifluoromethyl)benzamide